(S)-4-[4-bromo-3-chloro-2-fluoro-6-[(2-isopropyl-4-methylpyridin-3-yl)oxy]benzoyl]-3-(hydroxymethyl)piperazine-1-carboxylic acid tert-butyl ester C(C)(C)(C)OC(=O)N1C[C@H](N(CC1)C(C1=C(C(=C(C=C1OC=1C(=NC=CC1C)C(C)C)Br)Cl)F)=O)CO